CN1C2=CC=CC=C2C(C12C=NC1=C(O2)C=CC2=CC=C(C=C21)NC(C(=C)C)=O)(C)C 1,3,3-trimethyl-9'-methacrylamidospiro[indoline-2,3'-[3H]-naphtho[2,1-b](1,4)oxazine]